C(CC1=NN=NN1)C1=NN=NN1 5,5'-ethylenebis(1,2,3,4-tetrazole)